Methyl 3-methyl-5-(3-oxocyclobutyl)benzoate CC=1C=C(C(=O)OC)C=C(C1)C1CC(C1)=O